C(C)(C)(C)OC(=O)N[C@H](COC=1C=C(C=C(C1)F)C#CCCCC(=O)O)CCC(N)=O 6-[3-[(2S)-2-[(tert-butoxycarbonyl)amino]-4-carbamoylbutoxy]-5-fluorophenyl]hex-5-ynoic acid